C(C)(C)(C)OC(N(C)[C@@H]1CN(CC1)C1=NC=C(C(=N1)OCC)C(N)=O)=O N-[(3S)-1-(5-carbamoyl-4-ethoxypyrimidin-2-yl)pyrrolidin-3-yl]-N-methylcarbamic acid tert-butyl ester